ClC=1C(=NC(=NC1)NC1=CC(=C(C=C1OC)N1CC(C1)N(C)C)N)C1=CNC2=CC=CC=C12 N-[5-chloro-4-(1H-indol-3-yl)pyrimidin-2-yl]-4-[3-dimethylaminoazetidin-1-yl]-6-methoxybenzene-1,3-diamine